5-(pyridin-2-yl)-2-(2-(pyrrolidin-1-yl)ethoxy)pyrimidine N1=C(C=CC=C1)C=1C=NC(=NC1)OCCN1CCCC1